6-Benzyloxy-7-methoxy-4-methyl-1-[(E)-2-(6-methyl-1,3-benzodioxol-5-yl)vinyl]-1,2,3,4-tetrahydroisoquinoline C(C1=CC=CC=C1)OC=1C=C2C(CNC(C2=CC1OC)\C=C\C1=CC2=C(OCO2)C=C1C)C